FC=1C=C(CC=2C=C3C(=NNC3=CC2)NC(C2=C(C=C(C=C2)N2CCN(CC2)C(CCCCCNC2=C3C(N(C(C3=CC=C2)=O)C2C(NC(CC2)=O)=O)=O)=O)NC2CCOCC2)=O)C=C(C1)F N-(5-(3,5-Difluorobenzyl)-1H-indazol-3-yl)-4-(4-(6-((2-(2,6-dioxopiperidin-3-yl)-1,3-dioxoisoindolin-4-yl)amino)hexanoyl)piperazin-1-yl)-2-((tetrahydro-2H-pyran-4-yl)amino)benzamide